Cl.C(C)(C)(C)ON O-tertbutylhydroxylamine hydrochloride